FC=1C=C(C=C(C1)O[C@@H](C(F)(F)F)C)CN |r| (+-)-(3-fluoro-5-((1,1,1-trifluoropropan-2-yl)oxy)phenyl)methylamine